N-[(1S)-2-[[5-(3,5-dimethyl-1H-pyrazol-4-yl)-6-fluoro-2-pyridyl]amino]-1-(4-methylcyclohexyl)-2-oxo-ethyl]-2-methyl-pyrazole-3-carboxamide CC1=NNC(=C1C=1C=CC(=NC1F)NC([C@H](C1CCC(CC1)C)NC(=O)C=1N(N=CC1)C)=O)C